4-Amino-N-(5-methoxypyrimidin-2-yl)-N-(3-(((3R,6R,8aS,9R,10S,12R,12aR)-3,6,9-trimethyldecahydro-12H-3,12-epoxy[1,2]dioxepino[4,3-i]isochromen-10-yl)oxy)propyl)benzenesulfonamide NC1=CC=C(C=C1)S(=O)(=O)N(CCCO[C@H]1O[C@H]2[C@@]34C([C@@H](CC[C@H]3[C@H]1C)C)CC[C@@](OO4)(O2)C)C2=NC=C(C=N2)OC